5-amino-1-naphthalenecarbonitrile NC1=C2C=CC=C(C2=CC=C1)C#N